O=C1C=2N(C(=NN1)NC1CN(CCOC1)C(=O)OC(C)(C)C)N=CC2 tert-butyl 6-((4-oxo-4,5-dihydropyrazolo[1,5-d][1,2,4]triazin-7-yl)amino)-1,4-oxazepane-4-carboxylate